methyl 6-((3-bromophenyl) amino)-5-nitronicotinate BrC=1C=C(C=CC1)NC1=NC=C(C(=O)OC)C=C1[N+](=O)[O-]